5-[6-(2-tert-butoxyacetyl)-2,6-diazaspiro[3.3]hept-2-yl]-N-methyl-7-(trifluoromethyl)thieno[3,2-b]pyridine-3-carboxamide C(C)(C)(C)OCC(=O)N1CC2(CN(C2)C2=CC(=C3C(=N2)C(=CS3)C(=O)NC)C(F)(F)F)C1